N-(6-bromopyridin-2-yl)-4-fluoro-4-methylpyrrolidine-2-carboxamide BrC1=CC=CC(=N1)NC(=O)C1NCC(C1)(C)F